[OH-].[Ra+2].[OH-] Radium hydroxid